FC1=C(C=CC=C1)C1(CCC(CC1)N1CC2(CC(C2)C2=NC(=NO2)C)CC1)C#N 1-(2-fluorophenyl)-4-[2-(3-methyl-1,2,4-oxadiazol-5-yl)-6-azaspiro[3.4]oct-6-yl]cyclohexanecarbonitrile